OC(C)N1C(C(=C(C2=CC=CC=C12)N1CCC(CC1)(C)OC)C#N)=O (1-hydroxyethyl)-4-(4-methoxy-4-methylpiperidin-1-yl)-2-oxo-1,2-dihydroquinoline-3-carbonitrile